N-benzyl-1-(4-methoxyphenyl)methanimine oxide C(C1=CC=CC=C1)[N+](=CC1=CC=C(C=C1)OC)[O-]